C(C)S(=O)(=O)N[C@@H]1CC[C@H](OC1)CN1CCC2(CN(C2)C2=NC=NC=C2OC2=C(C(=O)N(C(C)C)C3CC(C3)O)C=C(C=C2)F)CC1 2-((4-(7-(((2S,5R)-5-(Ethylsulfonamido)tetrahydro-2H-pyran-2-yl)methyl)-2,7-diazaspiro[3.5]nonan-2-yl)pyrimidin-5-yl)oxy)-5-fluoro-N-((1r,3r)-3-hydroxycyclobutyl)-N-isopropylbenzamide